C(C)(C)(C)OC(=O)NC(C(=O)OC(C)(C)C)C([2H])([2H])[2H] tert-butyl 2-[(tert-butoxycarbonyl)amino](3,3,3-2H3)propanoate